N-[(2-Amino-3-pyridyl)sulfonyl]-6-[3-(hydroxymethyl)-5-methoxyphenyl]-2-[(4S)-2,2,4-trimethylpyrrolidin-1-yl]pyridin-3-carboxamid NC1=NC=CC=C1S(=O)(=O)NC(=O)C=1C(=NC(=CC1)C1=CC(=CC(=C1)OC)CO)N1C(C[C@@H](C1)C)(C)C